7-(5-chloro-2-(2-(5-cyano-6-(4,4-difluorocyclohex-1-en-1-yl)-2-methyl-4-oxopyrido[3,4-d]pyrimidin-3(4H)-yl)ethoxy)phenyl)thieno[3,2-b]pyridine-3-carboxylic acid ClC=1C=CC(=C(C1)C1=C2C(=NC=C1)C(=CS2)C(=O)O)OCCN2C(=NC1=C(C2=O)C(=C(N=C1)C1=CCC(CC1)(F)F)C#N)C